COC1=NC=NC2=CC(=C(C=C12)NC1=NC=C2N(C(N(C2=N1)C1(CCOCC1)C#N)=O)C)C 4-(2-((4-methoxy-7-methylquinazolin-6-yl)amino)-7-methyl-8-oxo-7,8-dihydro-9H-purin-9-yl)tetrahydro-2H-pyran-4-carbonitrile